C(CCCCCCCCCCC)OC1=CC=C(C=C1)S(=O)(=O)C=1C=NC2=CC=C(C=C2C1N1CCC(CC1)N1CCC(CC1)N1C[C@H](CCC1)O)[S@@](=O)C (S)-1''-(3-((4-(dodecyloxy)phenyl)sulfonyl)-6-((S)-methylsulfinyl)quinolin-4-yl)-[1,4':1',4''-terpiperidin]-3-ol